(S)-2-amino-2-(6-methylpyridin-2-yl)ethanol dihydrochloride Cl.Cl.N[C@H](CO)C1=NC(=CC=C1)C